BrC=1C=C(C=CC1)C[C@@H](C(=O)NC)NC(=O)C1=CC(=NN1)C1=C(C=CC=C1)Cl (S)-N-(3-(3-bromophenyl)-1-(methylamino)-1-oxopropan-2-yl)-3-(2-chlorophenyl)-1H-pyrazole-5-carboxamide